2-{[1,1-biphenyl]-4-yl}oxirane propane-1,2-diylbis(pyrrolidine-1-carboxylate) C(C(C)C1N(CCC1)C(=O)O)C1N(CCC1)C(=O)O.C1(=CC=C(C=C1)C1OC1)C1=CC=CC=C1